ClC=1C=C2C=C(NC2=CC1OCC1=CC(=NO1)C)CNC([C@@H](C)C#N)=O |o1:21| (S or R)-N-((5-chloro-6-((3-methylisoxazol-5-yl)methoxy)-1H-indol-2-yl)methyl)-2-cyanopropanamide